COC=1C=C2C=C(NC2=CC1CCC=1N=CSC1)CNC(=O)C1(CC1)C N-({5-methoxy-6-[2-(1,3-thiazol-4-yl)ethyl]-2-indolyl}methyl)1-methylcyclopropanecarboxamide